dimethyl-triphenyl-ethyl-sulfonic acid isonitrile CC(C(C1=CC=CC=C1)(C1=CC=CC=C1)C1=CC=CC=C1)(S(=O)(=O)[N+]#[C-])C